FC(=C(CC1=NSC(=N1)NC(=O)C1=C(OC(=C1)C1=CC(=CC=C1)OC(F)(F)F)C)C)F N-(3-(3,3-difluoro-2-methylallyl)-1,2,4-thiadiazol-5-yl)-2-methyl-5-(3-(trifluoromethoxy)phenyl)furan-3-carboxamide